2,4-dichloropyrimidine-3-oxide ClC1=NC=CC(=[N+]1[O-])Cl